FC1=C(C=CC(=C1)F)C1=C2C(=NC(=C1)C(=O)OCC)O[C@H]([C@@H](C2)C)CO ethyl (2R,3R)-5-(2,4-difluorophenyl)-2-(hydroxymethyl)-3-methyl-3,4-dihydro-2H-pyrano[2,3-b]pyridine-7-carboxylate